tert-Butyl (R)-3-(4-((3,4-dichloro-2-fluorophenyl)amino)-7-methoxypyrido[3,2-d]pyrimidin-6-yl)piperidine-1-carboxylate ClC=1C(=C(C=CC1Cl)NC=1C2=C(N=CN1)C=C(C(=N2)[C@H]2CN(CCC2)C(=O)OC(C)(C)C)OC)F